5-(4,6-diphenyl-1,3,5-triazin-2-yl)-2-(4,4,5,5-Tetramethyl-1,3,2-dioxaborolan-2-yl)benzonitrile C1(=CC=CC=C1)C1=NC(=NC(=N1)C1=CC=CC=C1)C=1C=CC(=C(C#N)C1)B1OC(C(O1)(C)C)(C)C